OC1(COC1)C1=CC=C(C=C1)NC(C(F)(F)F)=O (4-(3-hydroxyoxetan-3-yl)phenyl)trifluoroacetamide